C12(C3C4C5C3C1C5C24)/C=C/CCCCCCCCC(=O)O (E)-11-(cuban-1-yl)undec-10-enoic acid